C(C)(=O)N1CCN(CC1)C1=CC=C(C=C1)NC(=O)C=1N=C(NC1)C=1N(C=NC1C1=CC=C(C=C1)F)CC(F)(F)F N-(4-(4-acetylpiperazin-1-yl)phenyl)-5'-(4-fluorophenyl)-3'-(2,2,2-trifluoroethyl)-1H,3'H-[2,4'-biimidazole]-4-carboxamide